C1(CC1)CN=S(=O)(C)C1=CC=C(C=C1)NC1=CC(=C(C=C1C)N=CN(C)CC)C N'-(4-((4-(N-(Cyclopropylmethyl)-S-methylsulfonimidoyl)phenyl)amino)-2,5-dimethylphenyl)-N-ethyl-N-methylformimidamid